C(C)S(=O)(=O)CCN1C=NC=C1[N+](=O)[O-] 1-(2-(ethylsulfonyl)ethyl)-5-nitro-1H-imidazole